O=C1NC(CCC1N1N=CC2=CC=CC(=C2C1=O)N1CCC(CC1)CNC(OCC1=CC=CC=C1)=O)=O benzyl ((1-(3-(2,6-dioxopiperidin-3-yl)-4-oxo-3,4-dihydrophthalazin-5-yl)piperidin-4-yl)methyl)carbamate